2-{4-[(2S)-1-acetyl-2-methyl-5-propoxy-1,2,3,4-tetrahydroquinolin-6-yl]phenyl}-1λ6,2-thiazolidine-1,1-dione C(C)(=O)N1[C@H](CCC2=C(C(=CC=C12)C1=CC=C(C=C1)N1S(CCC1)(=O)=O)OCCC)C